BrC1=CC=2C3=C(C=NC2C=C1)N(C(C31CC1)=O)CC=1C=NN(C1)C(=O)OC(C)(C)C tert-Butyl 4-((8'-bromo-2'-oxospiro[cyclopropane-1,1'-pyrrolo[2,3-c]quinolin]-3'(2'H)-yl)methyl)-1H-pyrazole-1-carboxylate